FC(CN1C(C2(C3=CC=CC=C13)CC2)=O)(F)F 1'-(2,2,2-trifluoroethyl)spiro[cyclopropane-1,3'-indolin]-2'-one